carbobenzoxy-L-arginine C(=O)(OCC1=CC=CC=C1)N[C@@H](CCCNC(N)=N)C(=O)O